isopropyl 2-((S)-1-(4-(6-((3-fluoroquinolin-8-yl) methoxy) pyridin-2-yl) piperidin-1-yl) ethyl)-3-(((S)-oxetan-2-yl) methyl)-3H-imidazo[4,5-b]pyridine-5-carboxylate FC=1C=NC2=C(C=CC=C2C1)COC1=CC=CC(=N1)C1CCN(CC1)[C@@H](C)C1=NC=2C(=NC(=CC2)C(=O)OC(C)C)N1C[C@H]1OCC1